siloxane oxalate C1(C(=O)OO[SiH2]O1)=O